lauric acid henicosyl ester C(CCCCCCCCCCCCCCCCCCCC)OC(CCCCCCCCCCC)=O